C(#N)C=1C=NN2C1C(=CC(=C2)OCC)C=2C=CC(=NC2)N2C[C@H]([C@H](CC2)NC(OC(C)(C)C)=O)O tert-butyl ((3R,4S)-1-(5-(3-cyano-6-ethoxypyrazolo[1,5-a]pyridin-4-yl)pyridin-2-yl)-3-hydroxypiperidin-4-yl)carbamate